[Bi].[U] Uranium-bismuth